ClC=1C=C(C=2N(N1)C=CN2)[C@@H]2[C@H](C2)C2=CC=C1C(=NN(C1=C2)CC(F)(F)F)F 6-chloro-8-[(1S,2S)-2-[3-fluoro-1-(2,2,2-trifluoroethyl)indazol-6-yl]cyclopropyl]imidazo[1,2-b]pyridazine